4-Formyl-5-hydroxy-6-methyl-1,3-phenylenedi(4-methylbenzenesulfonate) C(=O)C1=C(C=C(C(=C1O)C)C1=C(C=CC(=C1)C)S(=O)(=O)[O-])C1=C(C=CC(=C1)C)S(=O)(=O)[O-]